CC=1C=C(C=CC1OC1=CC2=C(N(N=N2)C)C=C1)NC1=NC=NC2=C1N=C(N=C2)N2C1CN(CC21)C(=O)OC(C)(C)C tert-butyl 6-(8-((3-methyl-4-((1-methyl-1H-benzo[d][1,2,3]triazol-5-yl)oxy)phenyl)amino)pyrimido[5,4-d]pyrimidin-2-yl)-3,6-diazabicyclo[3.1.0]hexane-3-carboxylate